C1=CC=C(C=C1)C(=O)C2=C(C=C(C=C2[O-])O)O The molecule is a phenolate anion that is the conjugate base of 2,4,6-trihydroxybenzophenone, obtained by deprotonation of one of the two ortho-hydroxy groups. Major structure at pH 7.3 (according to Marvin v 6.2.0.). It is a conjugate base of a 2,4,6-trihydroxybenzophenone.